(1s,4r)-4-(((6-(2-chloro-3-(2-(4-((((1r,4r)-4-hydroxycyclohexyl)amino)methyl)-3-methoxyphenyl)-3-methylpyridin-4-yl)phenyl)-2-methoxypyridin-3-yl)methyl)amino)cyclohexan-1-ol ClC1=C(C=CC=C1C1=C(C(=NC=C1)C1=CC(=C(C=C1)CNC1CCC(CC1)O)OC)C)C1=CC=C(C(=N1)OC)CNC1CCC(CC1)O